P(=O)(O[C@]1(O[C@H]([C@@H]([C@@H]1O)O)C1=CC=C2C(=NC=NN21)N)C#N)(OC2(CCCC2)C)OC2=CC=C(C=C2)[N+](=O)[O-] ((2R,3S,4R,5S)-5-(4-aminopyrrolo[2,1-f][1,2,4]triazin-7-yl)-2-cyano-3,4-dihydroxytetrahydrofuran-2-yl) methylcyclopentyl (4-nitrophenyl) phosphate